C(\C=C\C=C\C)(=O)N[C@@H](CC1=CNC2=CC=CC=C12)C(=O)O sorboyl-tryptophan